NC=1SC2=C(N1)C(=CC=C2F)C2=C(C=C1C(=NC(=NC1=C2F)OC[C@H]2N(CCC2)C)N2CCNCC2)CC#N 2-[7-(2-amino-7-fluoro-1,3-benzothiazol-4-yl)-8-fluoro-2-[[(2S)-1-methylpyrrolidin-2-yl]methoxy]-4-piperazin-1-yl-quinazolin-6-yl]acetonitrile